FC=1C(=C(C=CC1)NC1=C(NC2=C1C(NCC2)=O)C2=CC=NC1=C2N=C(N=C1)S(=O)C)OC 3-[(3-fluoro-2-methoxyphenyl)amino]-2-{2-methanesulfinylpyrido[3,2-d]pyrimidin-8-yl}-1H,5H,6H,7H-pyrrolo[3,2-c]pyridin-4-one